2-Boc-2,5-diazabicyclo[2.2.1]heptane C(=O)(OC(C)(C)C)N1C2CNC(C1)C2